OC=1C=C2N=C3C=C(C=CC3=NC2=CC1O)C(=O)O 7,8-Dihydroxyphenazine-3-carboxylic acid